N-((4-(4-(trifluoromethyl)phenyl)-4,5,6,7-tetrahydropyrazolo[1,5-a]pyrimidin-6-yl)methyl)propynylamide FC(C1=CC=C(C=C1)N1C=2N(CC(C1)C[N-]C#CC)N=CC2)(F)F